(S)-2-Ethyl-4-(5-((2,4-dioxo-3,4-dihydroquinazolin-1(2H)-yl)methyl)-2-fluorobenzoyl)piperazine-1-carboxylic acid tert-butyl ester C(C)(C)(C)OC(=O)N1[C@H](CN(CC1)C(C1=C(C=CC(=C1)CN1C(NC(C2=CC=CC=C12)=O)=O)F)=O)CC